(S)-N-(3-chloro-2-cyclopropoxy-4-fluorophenyl)-6-(pyrrolidin-3-yloxy)pyrido[3,2-d]pyrimidin-4-amine ClC=1C(=C(C=CC1F)NC=1C2=C(N=CN1)C=CC(=N2)O[C@@H]2CNCC2)OC2CC2